FC1(C(C1)C(=O)N[C@H](C(=O)N1C[C@H]2[C@@H]([C@H]1C(=O)OCC1=CC=CC=C1)CCC2)C(C)(C)C)F benzyl (3S,3aS,6aR)-2-[(2S)-2-[(2,2-difluorocyclopropanecarbonyl)amino]-3,3-dimethyl-butanoyl]-3,3a,4,5,6,6a-hexahydro-1H-cyclopenta[c]pyrrole-3-carboxylate